(2S,3R,5R)-4-[[3-(3-ethyl-4-fluoro-2-methoxy-phenyl)-5-methyl-5-(trifluoromethyl)tetrahydrofuran-2-carbonyl]amino]pyridine-2-carboxamide C(C)C=1C(=C(C=CC1F)[C@@H]1[C@H](O[C@](C1)(C(F)(F)F)C)C(=O)NC1=CC(=NC=C1)C(=O)N)OC